C(C)N1C2=C([C@@H]([C@@H](C1=O)NC(C1=CC(=CC=C1)C(F)(F)F)=O)C1=CC=C(C=C1)F)C(=NN2C2=CC=CC=C2)C N-[(4S,5S)-7-ethyl-4-(4-fluorophenyl)-3-methyl-6-oxo-1-phenyl-1H,4H,5H,6H,7H-pyrazolo[3,4-b]pyridin-5-yl]-3-(trifluoromethyl)benzamide